O[As](O)[O-] The molecule is an arsenite ion resulting from the removal of a proton from one of the hydroxy groups of arsenous acid. It is an arsenite ion and a monovalent inorganic anion. It is a conjugate base of an arsenous acid. It is a conjugate acid of an arsenite(2-).